FC(C=1C=CC(=NC1)N1C[C@@H](CCC1)CN1C[C@@H](C([C@@H](C1)OCC1=CC=CC=C1)OCC1=CC=CC=C1)OCC1=CC=CC=C1)(F)F 5-(trifluoromethyl)-2-((S)-3-(((3S,4S,5R)-3,4,5-tris(benzyloxy)piperidin-1-yl)methyl)piperidin-1-yl)pyridine